(methylthio)-4-((tetrahydro-2H-pyran-4-yl)amino)pyrimidine-5-carboxylic acid CSC1=NC=C(C(=N1)NC1CCOCC1)C(=O)O